boc-DL-leucine C(=O)(OC(C)(C)C)N[C@@H](CC(C)C)C(=O)O |r|